C(#N)C=1C=NN2C1C(=CC(=C2)OCC)C=2C=CC(=NC2)N2CCC(CC2)(C)NC(OC(C)(C)C)=O tert-butyl (1-(5-(3-cyano-6-ethoxypyrazolo[1,5-a]pyridin-4-yl)pyridin-2-yl)-4-methylpiperidin-4-yl)carbamate